FC(C1=CC(=C(C=N1)C1CN(C1)C(=O)OC(C)(C)C)OC)F tert-butyl 3-(6-(difluoromethyl)-4-methoxypyridin-3-yl)azetidine-1-carboxylate